N-cyclopentyl-2-(2-fluorophenyl)-6-methyl-7H-pyrrolo[2,3-d]pyrimidin-4-amine C1(CCCC1)NC=1C2=C(N=C(N1)C1=C(C=CC=C1)F)NC(=C2)C